(pentyl)-4-(diethylamino)but-2-enoic acid C(CCCC)C(C(=O)O)=CCN(CC)CC